FC1=C(C(=NC(=C1)[Sn](C)(C)C)OC)C=1C=NN(C1)C1OCCCC1 4-fluoro-2-methoxy-3-[1-(oxan-2-yl)pyrazol-4-yl]-6-(trimethylstannyl)pyridine